C[S@](=O)(=N)C1=C(C=CC=C1)C1=NN2C(=NC=3C=CC=CC3C2=N1)N[C@H]1C(NCCCC1)=O (3R,R)-3-({2-[2-(S-methylsulfonimidoyl)phenyl][1,2,4]triazolo[1,5-c]quinazolin-5-yl}amino)azepan-2-one